NC1=C(C(=NC(=C1Cl)N1N=CC2=C(C=CC=C12)Cl)C(=O)O)Cl 4-amino-3,5-dichloro-6-(4-chloro-1H-indazol-1-yl)-pyridine-2-carboxylic acid